C[N+]1(CCN(CC1)C1=CC2=C(N=C(S2)CNC(=O)C2(CC3=CC=CC=C3C2)CC(=O)O)C=C1)C 2-[2-[[6-(4,4-dimethylpiperazin-4-ium-1-yl)-1,3-benzothiazol-2-yl]methylcarbamoyl]indan-2-yl]acetic acid